C(#N)[C@H]1N(CSC1)C(CNC(=O)C1=CC=NC2=CC=C(C=C12)N1C=C(C=C1)C1=CC=CC=C1)=O (R)-N-(2-(4-cyanothiazolidin-3-yl)-2-oxoethyl)-6-(3-phenyl-1H-pyrrol-1-yl)-quinoline-4-carboxamide